1,1,1,3,3,3-hexafluoro-propan-2-yl (R or S)-1-(((6-(trifluoro-methyl)pyridin-2-yl)methyl)-carbamoyl)-6-azaspiro[2.5]-octane-6-carboxylate FC(C1=CC=CC(=N1)CNC(=O)[C@@H]1CC12CCN(CC2)C(=O)OC(C(F)(F)F)C(F)(F)F)(F)F |o1:12|